C(C)(C)(C)OC(=O)N1C(C2=CC=C(C=C2C1)Br)=O 5-bromo-1-oxo-2,3-dihydro-1H-isoindole-2-carboxylic acid tert-butyl ester